4-aminoimidazo[2,1-f][1,2,4]triazine NC1=NC=NN2C1=NC=C2